(S)-5-((1-(3-oxo-3-(8-(trifluoromethyl)-3,4-dihydropyrido[3',2':4,5]pyrrolo[1,2-a]pyrazin-7(6H)-yl)propoxy)propan-2-yl)amino)-4-(trifluoromethyl)pyridazin-3(2H)-one O=C(CCOC[C@H](C)NC1=C(C(NN=C1)=O)C(F)(F)F)N1CC=2N(C=C1C(F)(F)F)C1=C(C2)CCC=N1